(R)-1-(4-(4-((1-(3-(difluoromethyl)-2-fluorophenyl)ethyl)amino)-7-methoxycinnolin-6-yl)piperazin-1-yl)ethan-1-one Ethyl-(5-cyano-6-methyl-1H-indol-1-yl)heptanoate C(C)C(C(=O)O)(CCCCC)N1C=CC2=CC(=C(C=C12)C)C#N.FC(C=1C(=C(C=CC1)[C@@H](C)NC1=CN=NC2=CC(=C(C=C12)N1CCN(CC1)C(C)=O)OC)F)F